Carbonic acid isopropyl ester 4-{4-[4-methyl-3-(4-pyridin-3-yl-pyrimidin-2-ylamino)-phenyl-carbamoyl]-phenyl}-piperidin-1-ylmethyl ester CC1=C(C=C(C=C1)NC(=O)C1=CC=C(C=C1)C1CCN(CC1)COC(OC(C)C)=O)NC1=NC=CC(=N1)C=1C=NC=CC1